ClC=1N=C(NC1[C@H]1[C@H](CN(CC1)S(=O)(=O)C=CC(=O)NCCOC)C)C1=NC=C(C=C1)F 3-[[(3R,4R)-4-[4-Chloro-2-(5-fluoro-2-pyridyl)-1H-imidazol-5-yl]-3-methyl-1-piperidyl]sulfonyl]-N-(2-methoxyethyl)propenamide